(S)-4-[6-Fluoro-2-(5-fluoro-2-pyridyl)-6-(trifluoromethoxymethyl)-5,7-dihydro-4H-pyrazolo[1,5-a]pyridin-3-yl]-1H-pyrazolo[3,4-b]pyridine F[C@]1(CCC=2N(C1)N=C(C2C2=C1C(=NC=C2)NN=C1)C1=NC=C(C=C1)F)COC(F)(F)F